COC1=CC2=C(NC(=N2)SCC2=NC=C(C(=C2C)OC)C)C=C1 5-methoxy-2-[[(4-methoxy-3,5-dimethyl-2-pyridinyl)methyl]thio]-1H-benzimidazole